bis(2-methoxyethyl) monoiodophosphate P(=O)(OCCOC)(OCCOC)I